O1CCN(CC1)C=1NC(C=C(N1)C1=CC(=CC=C1)N1N=CC=C1)(C(=O)O)NC=1C=NC=CC1 2-morpholino-4-(3-pyrazol-1-ylphenyl)-6-(3-pyridylamino)pyrimidine-6-carboxylic acid